6-(3-azabicyclo[4.1.0]heptan-1-yl)-N-(3-chloro-2-fluoro-phenyl)quinazolin-4-amine C12(CNCCC2C1)C=1C=C2C(=NC=NC2=CC1)NC1=C(C(=CC=C1)Cl)F